(S)-3-((4-((2-hydroxy-1-phenylethyl)amino)-5-(3-(quinuclidin-4-yl)-1,2,4-oxadiazol-5-yl)pyrimidin-2-yl)amino)-7,10-dihydro-6H,12H-[1,2]diazepino[1,2-a]indazol-12-one OC[C@H](C1=CC=CC=C1)NC1=NC(=NC=C1C1=NC(=NO1)C12CCN(CC1)CC2)NC2=CC=C1C(N3N(C1=C2)CCC=CC3)=O